C(C)(C)NC1=NNC=2C1=NC(=CC2CN2CCCC2)C=2C=C1CN(C(C1=CC2)=O)C21C(NC(C(C2)C1)=O)=O 1-(5-(3-(isopropylamino)-7-(pyrrolidin-1-ylmethyl)-1H-pyrazolo[4,3-b]pyridin-5-yl)-1-oxoisoindolin-2-yl)-3-azabicyclo[3.1.1]heptane-2,4-dione